O1CC(=CC1)C=1C=C2C(=NC1)N=C(S2)NC(OC(C)(C)C)=O tert-butyl (6-(2,5-dihydrofuran-3-yl)thiazolo[4,5-b]pyridin-2-yl)carbamate